(2S)-2-fluoro-2-[[(2S,5R)-3-methyl-7-oxo-2-[2-(sulfamoylamino)ethylcarbamoyl]-1,6-diazabicyclo[3.2.1]oct-3-en-6-yl]oxy]acetic acid lithium salt [Li+].F[C@@H](C(=O)[O-])ON1[C@@H]2C=C([C@H](N(C1=O)C2)C(NCCNS(N)(=O)=O)=O)C